2-(methylamino)-propanamide CNC(C(=O)N)C